N1C(=NC=C1)C1CCN(CC1)C(=O)C1=CC=C(C=C1)C=1NC2=CC=CC=C2C1 (4-(1H-imidazol-2-yl)piperidin-1-yl)(4-(1H-indol-2-yl)phenyl)methanone